OC(C(=O)O)CC1=CC=C(C=C1)O 2-Hydroxy-3-(4-hydroxyphenyl)propanoic acid